C[C@@H]1CCC=C2[C@]1(C[C@H](CC2)C(=C)C)C The molecule is a member of the classs of octahydronaphthalenes and a sesquiterpene that is 1,2,3,4,4a,5,6,7-octahydronaphthalene which is substituted by an isopropenyl group at position 3 and by methyl groups at positions 4a and 5 (the 3S,4aS,5R- diastereoisomer). It is a sesquiterpene, a polycyclic olefin and a member of octahydronaphthalenes. It is an enantiomer of a (-)-eremophilene.